[C@@H]12N[C@@H]([C@@H](CC1)C2)C(=O)N2CCC(CC2)C(=O)C2=CN(C1=CN=CC=C12)C1=C(C=C(C=C1)F)C(=O)N1[C@@H](COC[C@H]1C)C (1-((1R,3S,4S)-2-Azabicyclo[2.2.1]heptane-3-carbonyl)piperidin-4-yl)(1-(2-((3R,5R)-3,5-dimethylmorpholine-4-carbonyl)-4-fluorophenyl)-1H-pyrrolo[2,3-c]pyridin-3-yl)methanone